COC(=O)C=1C=CC2=C(N(C(=N2)CN2CCC(CC2)C2=NC(=CC=C2)OCC2=C(C=C(C=C2)P(=O)(C)C)F)C[C@H]2OCC2)C1 (S)-2-((4-(6-((4-(dimethylphosphoryl)-2-fluorobenzyl)oxy)pyridin-2-yl)piperidin-1-yl)methyl)-1-(oxetan-2-ylmethyl)-1H-benzo[d]imidazole-6-carboxylic acid methyl ester